[Si](C1=CC=CC=C1)(C1=CC=CC=C1)(C(C)(C)C)OC1C[C@H]2C([C@H]2C1)C1=CC(=NN1CC)C=1C=NC=C(C1)C(F)(F)F 3-(5-((1r,5s,6r)-3-((tert-butyldiphenylsilyl)oxy)bicyclo[3.1.0]hexane-6-yl)-1-ethyl-1H-pyrazol-3-yl)-5-(trifluoromethyl)pyridine